(S)-6-Methyl-7-((3,4,5-trifluorophenyl)carbamoyl)-5,6,7,8-tetrahydroimidazo[1,5-a]pyrazine-1-carboxylic acid C[C@@H]1N(CC=2N(C1)C=NC2C(=O)O)C(NC2=CC(=C(C(=C2)F)F)F)=O